FC(C1=C(C=NC(=C1)NC(C)(C)CC)C1=C(N=C(S1)C(=O)NCC(C)(C)O)C(=O)N1[C@H](CCCC1)C)F (S)-5-(4-(difluoromethyl)-6-(tert-pentylamino)pyridin-3-yl)-N-(2-hydroxy-2-methylpropyl)-4-(2-methylpiperidine-1-carbonyl)thiazole-2-carboxamide